methyl 4-((1-(methylsulfonyl)-5-phenylpiperidin-3-yl)sulfonyl)benzoate CS(=O)(=O)N1CC(CC(C1)C1=CC=CC=C1)S(=O)(=O)C1=CC=C(C(=O)OC)C=C1